tert-butyl (R)-4-(1-(5-chloropyridin-2-yl)-2,2,2-trifluoroethyl)-4-hydroxypiperidine-1-carboxylate ClC=1C=CC(=NC1)[C@@H](C(F)(F)F)C1(CCN(CC1)C(=O)OC(C)(C)C)O